1-(tert-Butyl) 3-methyl (3RS,4SR)-4-(4-fluoro-2-methoxy-5-(((1s,4R)-4-methyl-4-((naphthalen-1-ylmethoxy)carbonyl)cyclohexyl)oxy)benzamido)piperidine-1,3-dicarboxylate FC1=CC(=C(C(=O)N[C@@H]2[C@@H](CN(CC2)C(=O)OC(C)(C)C)C(=O)OC)C=C1OC1CCC(CC1)(C(=O)OCC1=CC=CC2=CC=CC=C12)C)OC |r|